2-[6-bromo-4-[2-cis-fluorocyclopropyl]-1-oxophthalazin-2-yl]-N-(5-fluoropyrimidin-2-yl)acetamide BrC=1C=C2C(=NN(C(C2=CC1)=O)CC(=O)NC1=NC=C(C=N1)F)C1(CC1)F